2-ethyldithiooctanoic acid C(C)C(C(=S)S)CCCCCC